Cl.NC1=CC(=CC(=C1)N)N 1,3,5-tri-aminobenzene hydrochloride